5-tert-butyl-N-[[4-[6-[4-[4-[4-(2,6-dioxo-3-piperidyl)phenyl]-1-piperidyl]phenyl]pyrrolo[2,1-f][1,2,4]triazin-4-yl]-2-methyl-phenyl]methyl]-1,2,4-oxadiazole-3-carboxamide TFA salt OC(=O)C(F)(F)F.C(C)(C)(C)C1=NC(=NO1)C(=O)NCC1=C(C=C(C=C1)C1=NC=NN2C1=CC(=C2)C2=CC=C(C=C2)N2CCC(CC2)C2=CC=C(C=C2)C2C(NC(CC2)=O)=O)C